CN(CC(=O)N(C1=C(C=CC=C1CC)C)COCC)C 2-dimethylamino-2'-methyl-6'-ethyl-N-(ethoxymethyl)acetanilide